FC=1C=C(C=CC1NC1=NC=C(C(=N1)O[C@@H]1CCOCC[C@@H]1O)C(F)(F)F)S(=O)(=O)N(CC1=CC=C(C=C1)OC)CC1=CC=C(C=C1)OC cis-3-fluoro-4-((4-((5-hydroxyoxepan-4-yl)oxy)-5-(trifluoromethyl)pyrimidin-2-yl)amino)-N,N-bis(4-methoxybenzyl)benzenesulfonamide